ClC1=C(C=CC=C1NC(=O)C1=NN2C([C@H](CCC2)NC(C(=O)O)(C)C)=C1)C1=C(C(=CC=C1)NC=1C2=C(N=C(N1)C)C=CC=N2)Cl (S)-2-((2-((2,2'-dichloro-3'-((2-methylpyrido[3,2-d]pyrimidin-4-yl)amino)-[1,1'-biphenyl]-3-yl)carbamoyl)-4,5,6,7-tetrahydropyrazolo[1,5-a]pyridin-4-yl)amino)-2-methylpropanoic acid